(6-amino-5-(3-hydroxy-2,6-dimethylphenyl)-5H-pyrrolo[2,3-b]pyrazin-7-yl)(7-((3-methyloxetan-3-yl)amino)-1H-indol-2-yl)methanone NC1=C(C=2C(=NC=CN2)N1C1=C(C(=CC=C1C)O)C)C(=O)C=1NC2=C(C=CC=C2C1)NC1(COC1)C